disodium disulphide [S-][S-].[Na+].[Na+]